ClC=1C(=C(C=CC1F)[C@H](NC(=O)N1[C@@H](C(NCC1)=O)C)[C@@H]1C[C@@H](C1)OC)F (2R)-N-((R)-(3-chloro-2,4-difluorophenyl)(cis-3-methoxycyclobutyl)methyl)-2-methyl-3-oxopiperazine-1-carboxamide